4-[4-Chloro-3-(difluoromethoxy)phenyl]-1-[(1-methylpyrazol-4-yl)methyl]pyrazole ClC1=C(C=C(C=C1)C=1C=NN(C1)CC=1C=NN(C1)C)OC(F)F